OC(CNC(OC(C)(C)C)=O)C1CCN(CC1)C1=NN(C=N1)C1=CC=C(C=C1)OC(F)(F)F tert-butyl (2-hydroxy-2-(1-(1-(4-(trifluoromethoxy)phenyl)-1H-1,2,4-triazol-3-yl)piperidin-4-yl)ethyl)carbamate